BrC1=CC=C(C=C1)C(C(=O)O)(O)C1=CC=C(C=C1)Br 2,2-di(4-bromophenyl)-2-hydroxyacetic acid